NC1=C2C(=NC=N1)N(N=C2C=2C=C1C(=NC2)NC=C1)C1CCN(CC1)C(=O)[O-] 4-(4-amino-3-(1H-pyrrolo[2,3-b]pyridin-5-yl)-1H-pyrazolo[3,4-d]pyrimidin-1-yl)piperidine-1-carboxylate